(1R,5S,7s)-9-(5-chloro-4-(methylthio)pyrimidin-2-yl)-3-oxa-9-azabicyclo[3.3.1]nonan ClC=1C(=NC(=NC1)N1[C@H]2COC[C@@H]1CCC2)SC